4-chloro-3-(3-fluoro-4-methyl-pyrrolidin-1-yl)-1-(p-tolyl-sulfonyl)indazole ClC1=C2C(=NN(C2=CC=C1)S(=O)(=O)C1=CC=C(C=C1)C)N1CC(C(C1)C)F